7-(trifluoromethyl)quinazolin-2-amine FC(C1=CC=C2C=NC(=NC2=C1)N)(F)F